methyl 3-(3-hydroxy-5-methyl-2-pyridyl)propanoate Methyl-(E)-3-(3-benzyloxy-5-methyl-2-pyridyl)prop-2-enoate COC(\C=C\C1=NC=C(C=C1OCC1=CC=CC=C1)C)=O.OC=1C(=NC=C(C1)C)CCC(=O)OC